O1C2=C(OCC1)C=C(C=C2)C=2C(=NC(=NC2)NC=2C=NN(C2)C)NC=2C=C(C=CC2F)NC(C=C)=O N-(3-((5-(2,3-dihydrobenzo[b][1,4]dioxin-6-yl)-2-((1-methyl-1H-pyrazol-4-yl)amino)pyrimidin-4-yl)amino)-4-fluorophenyl)acrylamide